C(CCCCCC)C(C(=O)OC)(C(=O)OC)CCCCCCC Dimethyl 2,2-diheptylmalonate